Carbamoyl-nicotinamide C(N)(=O)C1=C(C(=O)N)C=CC=N1